CC1CN(CCC1)CCCCl 3-(3-methylpiperidin-1-yl)-1-chloropropane